Ethyl (2-((6-acetylbenzo[d][1,3]dioxol-5-yl)amino)-2-oxoethyl)-L-prolinate C(C)(=O)C=1C(=CC2=C(OCO2)C1)NC(CN1[C@@H](CCC1)C(=O)OCC)=O